((2R,7aS)-2-methoxytetrahydro-1H-pyrrolizin-7a(5H)-yl)methanol CO[C@@H]1C[C@@]2(CCCN2C1)CO